C(C)C(C(=O)O)C1=CC(=C(C(=C1)[N+](=O)[O-])N)I.NC1=C(C=C(C=C1[N+](=O)[O-])CC(=O)OCC)I Ethyl 2-(4-amino-3-iodo-5-nitrophenyl)acetate {ethyl 2-(4-amino-3-iodo-5-nitrophenyl)acetate}